ClC=1C2=CN(N=C2C=CC1C1=CNC2=C1C=1N(C(=N2)N2[C@H]3CC(C[C@@H]2CC3)N)C=CN1)C (1r,3s,5s)-8-(9-(4-chloro-2-methyl-2H-indazol-5-yl)-7H-imidazo[1,2-c]pyrrolo[3,2-e]pyrimidin-5-yl)-8-azabicyclo[3.2.1]octane-3-amine